C(C)(C)OCO[Si](OC)(OC)CC1=CC=CC=C1 Isopropoxybenzyltrimethoxysilane